NC1=NC(=C2N=CN(C2=N1)[C@H]1C[C@@H]([C@H](O1)COCP(O[C@H]1CSSC[C@@H]1OCC1=CC=CC=C1)(=O)NCC1=CC=CC=C1)O)S (4R,5R)-5-(benzyloxy)-1,2-dithian-4-yl P-((((2R,3S,5R)-5-(2-amino-6-mercapto-9H-purin-9-yl)-3-hydroxytetrahydrofuran-2-yl)methoxy)methyl)-N-benzylphosphonamidate